n-caprate CCCCCCCCCC(=O)O